(E)-4-(3-(((1-benzylpiperidin-4-yl)methyl)amino)-3-oxoprop-1-en-1-yl)-N-hydroxybenzoamide C(C1=CC=CC=C1)N1CCC(CC1)CNC(/C=C/C1=CC=C(C(=O)NO)C=C1)=O